2-((4-(4-((4-chloro-2-fluorobenzofuran-7-yl)methoxy)-5-fluoropyrimidin-2-yl)cyclohex-3-en-1-yl)methyl)-1-((1-ethyl-1H-imidazol-5-yl)methyl)-1H-benzo[d]imidazole-6-carboxylic acid ClC1=CC=C(C2=C1C=C(O2)F)COC2=NC(=NC=C2F)C2=CCC(CC2)CC2=NC1=C(N2CC2=CN=CN2CC)C=C(C=C1)C(=O)O